(2-fluoro-4-(2-fluorophenoxy)phenyl)(5-methoxy-4-(((3R,6S)-6-((methylamino)methyl)tetrahydro-2H-pyran-3-yl)amino)-1H-pyrrolo[2,3-b]pyridin-3-yl)methanone FC1=C(C=CC(=C1)OC1=C(C=CC=C1)F)C(=O)C1=CNC2=NC=C(C(=C21)N[C@H]2CO[C@@H](CC2)CNC)OC